5-chloro-2-[[2-(5-methyl-2-thienyl)-5-(trifluoromethyl)pyrazol-3-yl]methyl]pyrimidine ClC=1C=NC(=NC1)CC=1N(N=C(C1)C(F)(F)F)C=1SC(=CC1)C